5-bromo-1-(1-(1-(2-fluorobenzyl)-2,5-dimethyl-1H-pyrrol-3-yl)-1-oxopropan-2-yl)pyridin-2(1H)-one BrC=1C=CC(N(C1)C(C(=O)C1=C(N(C(=C1)C)CC1=C(C=CC=C1)F)C)C)=O